FC1=CC(=CC=2N(C(=NC21)C)C2CCN(CC2)C)C=2N=CC1=C(N2)NC=C1 (4-fluoro-2-methyl-1-(1-methylpiperidin-4-yl)-1H-benzo[d]imidazol-6-yl)-7H-pyrrolo[2,3-d]pyrimidine